benzoylphenyl-benzophenone C(C1=CC=CC=C1)(=O)C=1C(=C(C(=O)C2=CC=CC=C2)C=CC1)C1=CC=CC=C1